(S)-2-(piperazine-1-carbonyl)pyrrolidine-1-carboxylic acid tert-butyl ester C(C)(C)(C)OC(=O)N1[C@@H](CCC1)C(=O)N1CCNCC1